ethyl 1'-benzylspiro[1H-isobenzofuran-3,4'-piperidine]-1-carboxylate C(C1=CC=CC=C1)N1CCC2(CC1)OC(C1=CC=CC=C12)C(=O)OCC